BrC1=CC=2N(C(N=C(C2N=C1)NC(C(C(C)(C)C)Br)=O)=O)CC(=O)OC(C)(C)C tert-butyl [7-bromo-4-(2-bromo-3,3-dimethylbutanamido)-2-oxopyrido[3,2-d]pyrimidin-1(2H)-yl]acetate